Pyridin-6-yl-1,3,5-triazine-2,4-diamine N1=CC=CC=C1C1=NC(=NC(=N1)N)N